C(#N)[C@H](C[C@H]1C(NCC1)=O)NC([C@@H](N)CC(C)C)=O N-{(1S)-1-cyano-2-[(3S)-2-oxopyrrolidin-3-yl]Ethyl}-L-leucinamide